cis-2-amino-2-(3-aminocyclobutyl)-6-boronohexanoic acid NC(C(=O)O)(CCCCB(O)O)[C@@H]1C[C@@H](C1)N